(R)-4-[2-(2-carboxymethoxy-ethoxy)-ethylcarbamoyl]-2-(9H-fluoren-9-ylmethoxycarbonylamino)-butyric acid tert-butyl ester C(C)(C)(C)OC([C@@H](CCC(NCCOCCOCC(=O)O)=O)NC(=O)OCC1C2=CC=CC=C2C=2C=CC=CC12)=O